(9,9-difluoro-9H-fluorene-3-carbonyl)glycine FC1(C2=CC=CC=C2C=2C=C(C=CC12)C(=O)NCC(=O)O)F